F[P-](F)(F)(F)(F)F.CN1CN(C=C1)CCCC 1-methyl-3-butylimidazole hexafluorophosphate